tert-butyl 1-fluoro-7-hydroxy-2-azaspiro[3.5]nonane-2-carboxylate FC1N(CC12CCC(CC2)O)C(=O)OC(C)(C)C